OC(CCN1N=C2C=C(C(=CC2=C1)NC(=O)C=1N=C(SC1)C1=CC=NC=C1)C1=CC=C(C=C1)O)(C)C N-(2-(3-hydroxy-3-methylbutyl)-6-(4-hydroxyphenyl)-2H-indazol-5-yl)-2-(pyridin-4-yl)thiazole-4-carboxamide